N-(2-hydroxyphenyl)-glycine tert-butyl ester C(C)(C)(C)OC(CNC1=C(C=CC=C1)O)=O